methyl 2-(5-fluoro-2-hydroxyphenyl)acetate FC=1C=CC(=C(C1)CC(=O)OC)O